(S)-2-((4-(6-((1-Methyl-1H-indazol-6-yl)methoxy)pyridin-2-yl)piperidin-1-yl)methyl)-1-(oxetan-2-ylmethyl)-1H-benzo[d]imidazole-6-carboxylic acid CN1N=CC2=CC=C(C=C12)COC1=CC=CC(=N1)C1CCN(CC1)CC1=NC2=C(N1C[C@H]1OCC1)C=C(C=C2)C(=O)O